2-((5-(1-(((1r,4r)-4-(((tert-butyldimethylsilyl)oxy)methyl)cyclohexyl)methyl)piperidin-4-yl)pyridin-2-yl)amino)-8-cyclopentyl-7-oxo-7,8-dihydropyrido[2,3-d]pyrimidine-6-carbonitrile [Si](C)(C)(C(C)(C)C)OCC1CCC(CC1)CN1CCC(CC1)C=1C=CC(=NC1)NC=1N=CC2=C(N1)N(C(C(=C2)C#N)=O)C2CCCC2